C(C)N(C(OC1=CC(=CC=C1)[C@H](C)N(C)C)=O)C [3-[(1S)-1-(dimethylamino)ethyl]phenyl] N-ethyl-N-methylcarbamate